2-HYDROXYPYRIMIDINE-5-CARBALDEHYDE OC1=NC=C(C=N1)C=O